Methyl 2-[(2-amino-3-fluoropyridin-4-yl)methyl]-5-(2-fluoro-4-Iodoanilino)pyridine-4-carboxylate NC1=NC=CC(=C1F)CC1=NC=C(C(=C1)C(=O)OC)NC1=C(C=C(C=C1)I)F